C(C)OC(=O)C1CCN(CC1)S(=O)(=O)N1[C@@H](CCCC1)C1=NC(=NO1)CCCC1=CC=CC=C1 (S)-1-((2-(3-(3-phenylpropyl)-1,2,4-oxadiazol-5-yl)piperidin-1-yl)sulfonyl)piperidine-4-carboxylic acid ethyl ester